BrC=1C(=CC(=NC1)C)OC 5-Bromo-4-methoxy-2-methyl-pyridine